(S)-2-(2,6-dichloro-3-(methyl(quinazolin-2-yl)amino)benzamido)-3-(3-((R)-2,3-dihydro-1H-inden-1-yl)ureido)propanoic acid ClC1=C(C(=O)N[C@H](C(=O)O)CNC(=O)N[C@@H]2CCC3=CC=CC=C23)C(=CC=C1N(C1=NC2=CC=CC=C2C=N1)C)Cl